FC=1C(=CC2=C(C(=CO2)C(=O)NC2=CC(=C(C=C2)N2[C@@H](CCC2)C(F)(F)F)F)C1)C1=NN=NN1 (S)-5-Fluoro-N-(3-Fluoro-4-(2-(Trifluoromethyl)Pyrrolidin-1-Yl)Phenyl)-6-(1H-Tetrazol-5-Yl)Benzofuran-3-Carboxamide